6-(Imidazo[1,2-a]pyridin-3-carbonyl)-N-(5-(trifluoromethyl)pyridazin-3-yl)-4,5,6,7-tetrahydrothieno[2,3-c]pyridin-3-carboxamid N=1C=C(N2C1C=CC=C2)C(=O)N2CC1=C(CC2)C(=CS1)C(=O)NC=1N=NC=C(C1)C(F)(F)F